FC=1C=C2C(C(=CN3C2=C(C1F)OCC3C)CN([C@@H]3CN(CCC3)C=3C=CC(=NC3)C(=O)N)CC3=CC(=NC=C3)C)=O 5-((3S)-3-(((9,10-difluoro-3-methyl-7-oxo-3,7-dihydro-2H-[1,4]oxazino[2,3,4-ij]quinolin-6-yl)methyl)((2-methylpyridin-4-yl)methyl)amino)piperidin-1-yl)picolinamide